C(C)(C)(C)C1=CC=C(CC[Si](Cl)(C)C)C=C1 4-(t-butyl)phenethyldimethylchlorosilane